C(C1=CC=CC=C1)N1C[C@H]([C@@H](CC1)C)NC (3S,4R)-1-benzyl-N,4-dimethylpiperidin-3-amine